NC1=C(C=2C3(C4=CC=CC=C4OC2C=C1)NC(C1=CC=CC=C13)=O)N diaminospiro[isoindoline-1,9'-xanthen]-3-one